Cl.CNC1=CC(=C2CCNCC2=C1)C1=CC=C(C=C1)C(F)(F)F N-methyl-5-(4-(trifluoromethyl)phenyl)-1,2,3,4-tetrahydroisoquinolin-7-amine hydrochloride